tert-butyl 3-[bis[(2-methylpropan-2-yl)oxycarbonyl]amino]-6-bromo-4-[7-fluoro-1-[(2-methylpropan-2-yl)oxycarbonyl]indazol-4-yl]-2-oxo-1,7-phenanthroline-1-carboxylate CC(C)(C)OC(=O)N(C=1C(N(C2=C3C=CC=NC3=C(C=C2C1C1=C2C=NN(C2=C(C=C1)F)C(=O)OC(C)(C)C)Br)C(=O)OC(C)(C)C)=O)C(=O)OC(C)(C)C